NCCC(C(C(CO)O)O)O 6-aminohexane-1,2,3,4-tetrol